(5-((4-ethylpiperidin-1-yl)methyl)pyridin-2-yl)-5-fluoropyrimidin C(C)C1CCN(CC1)CC=1C=CC(=NC1)C1=NC=C(C=N1)F